CC=1N=C(SC1)C=1N=NN(C1)[C@@H]1[C@H]([C@@H](SC=2C(=NC=C(C2)Br)C#N)O[C@@H]([C@@H]1O)CO)OC 5-bromo-2-cyanopyridin-3-yl 3-deoxy-3-[4-(4-methylthiazol-2-yl)-1H-1,2,3-triazol-1-yl]-2-O-methyl-1-thio-alpha-D-galactopyranoside